FC=1C(=NC=C(C1)C(F)(F)F)CC=1C(C2=CC=CC=C2C(C1CCC)=O)=O 2-((3-fluoro-5-(trifluoromethyl)pyridin-2-yl)methyl)-3-propylnaphthalene-1,4-dione